3-{2-[(2-cyanoethyl)amino]-6-[6-(hydroxymethyl)-1-oxo-4-(trifluoromethyl)-3H-isoindol-2-yl]pyridin-4-yl}-4-(4-methyl-1,2,4-triazol-3-yl)benzonitrile C(#N)CCNC1=NC(=CC(=C1)C=1C=C(C#N)C=CC1C1=NN=CN1C)N1C(C2=CC(=CC(=C2C1)C(F)(F)F)CO)=O